2-(4-(difluoromethylene)piperidin-1-yl)-4-((2-hydroxyethyl)sulfonamido)-N-(1-(3,3,3-trifluoropropyl)-1H-pyrazolo[3,4-b]pyridin-6-yl)benzamide FC(=C1CCN(CC1)C1=C(C(=O)NC2=CC=C3C(=N2)N(N=C3)CCC(F)(F)F)C=CC(=C1)NS(=O)(=O)CCO)F